((1H-pyrrolo[2,3-b]pyridin-5-yl)oxy)-4-bromobenzoic acid N1C=CC=2C1=NC=C(C2)OC2=C(C(=O)O)C=CC(=C2)Br